[Si](C)(C)(C(C)(C)C)OC[C@H]1N(CC(CC1)=O)C(=O)OCC1=CC=CC=C1 benzyl (S)-2-(((tert-butyldimethylsilyl)oxy)methyl)-5-oxopiperidine-1-carboxylate